C(#N)CC1CC(C1)(C1=NN=CN1C)C=1C=C(C=CC1)NC(=O)C1=CC(=C2C(=N1)SC(=C2)C)CO N-(3-((1s,3s)-3-(cyanomethyl)-1-(4-methyl-4H-1,2,4-triazol-3-yl)cyclobutyl)phenyl)-4-(hydroxymethyl)-2-methylthieno[2,3-b]pyridine-6-carboxamide